C1(CCCCC1)C(=O)N1CCC(CC1)CN1C[C@@H](C([C@@H](C1)O)O)O cyclohexyl(4-(((3S,4r,5R)-3,4,5-trihydroxypiperidin-1-yl)methyl)piperidin-1-yl)methanone